butane tetra-formate C(=O)O.C(=O)O.C(=O)O.C(=O)O.CCCC